N-(5-cyano-6-(2H-1,2,3-triazol-2-yl)pyridin-3-yl)-1-(furo[3,2-c]pyridin-4-yl)-5-(trifluoromethyl)-1H-pyrazole-4-carboxamide C(#N)C=1C=C(C=NC1N1N=CC=N1)NC(=O)C=1C=NN(C1C(F)(F)F)C1=NC=CC2=C1C=CO2